9-((4-(((9H-fluoren-9-yl)methoxy)carbonyl)piperazin-1-yl)methyl)-3-azaspiro[5.5]undecan-3-carboxylic acid tert-butyl ester C(C)(C)(C)OC(=O)N1CCC2(CC1)CCC(CC2)CN2CCN(CC2)C(=O)OCC2C1=CC=CC=C1C=1C=CC=CC21